C1(CC1)C=1N=NN(C1/C=C/C1CCN(CC1)C(=O)OC(C)(C)C)C1=C(C=CC=C1Cl)Cl tert-butyl (E)-4-(2-(4-cyclopropyl-1-(2,6-dichlorophenyl)-1H-1,2,3-triazol-5-yl)vinyl)piperidine-1-carboxylate